COC1=C(C=CC(=C1)N1CCN(CC1)C)NC=1N=C(C2=C(N1)N(C=C2)S(=O)(=O)C2=CC=C(C)C=C2)OC2=C(C=CC=C2)S(=O)(=O)C N-(2-methoxy-4-(4-methylpiperazin-1-yl)phenyl)-4-(2-(methylsulfonyl)phenoxy)-7-p-toluenesulfonyl-7H-pyrrolo[2,3-d]pyrimidin-2-amine